tert-butyl (2S,4S,5S)-5-amino-2-methyltetrahydro-2H-pyran-4-ylcarbamate N[C@H]1[C@H](C[C@@H](OC1)C)NC(OC(C)(C)C)=O